[Cl-].[Cl-].C[Si](=[Zr+2](C1C=C(C=C1)C)C1C=C(C=C1)C)C dimethylsilanediyl-bis(3-methyl-cyclopentadienyl)zirconium dichloride